6-chloro-N-((R)-1-((cis)-4-(6-fluoroquinolin-4-yl)cyclohexyl)propan-2-yl)-phthalazin-1-amine ClC=1C=C2C=NN=C(C2=CC1)N[C@@H](C[C@@H]1CC[C@@H](CC1)C1=CC=NC2=CC=C(C=C12)F)C